(2,3,4,5-Tetrahydrobenzo[b]oxepin-5-yl)methanamine hydrochloride Cl.O1C2=C(C(CCC1)CN)C=CC=C2